N1CC(C1)C=1C=CN2N=CN=C(C21)N 5-(azetidin-3-yl)pyrrolo[2,1-f][1,2,4]triazin-4-amine